OC1=C(C(=CC(=C1)O)N=O)C(\C=C\C1=CC=C(C=C1)O)=O (E)-1-(2,4-Dihydroxy-6-nitrosophenyl)-3-(4-hydroxyphenyl)prop-2-en-1-one